C(\C=C\C=CCCCCC)=O trans-2,4-decdienal